C(CC)N1C(C2=CC=CC=C2C=C1)=O 2-propylisoquinolin-1(2H)-one